C(#N)C1=CC(=NC=C1)S(=O)(=O)NC1CC(C1)NC1=C2C(=NC=C1C=1OC=C(N1)CCO)NC=C2 4-cyano-N-((1s,3s)-3-((5-(4-(2-hydroxyethyl)oxazol-2-yl)-1H-pyrrolo[2,3-b]pyridin-4-yl)amino)cyclobutyl)pyridine-2-sulfonamide